CS(=O)(=O)C=1C2=C(SC1)C=CC(=C2)C(=O)N 3-methylsulfonylbenzo[b]thiophene-5-carboxamide